C(#N)N1C(C(CC1)NC(=O)C1=NNC(=C1)C1=C(C=CC=C1)OC1=CC=CC=C1)=O N-(1-cyano-2-oxopyrrolidin-3-yl)-5-(2-phenoxyphenyl)-1H-pyrazole-3-carboxamide